3-(2,4-difluorophenyl)-1,2,4-oxadiazole-5-carboxylic acid methyl ester COC(=O)C1=NC(=NO1)C1=C(C=C(C=C1)F)F